N-(4-(4,4-difluoropiperidin-1-yl)-6-methylpyrimidin-2-yl)-4-((2-methoxyethyl)sulfonamido)-2-(6-azaspiro[2.5]octan-6-yl)benzamide FC1(CCN(CC1)C1=NC(=NC(=C1)C)NC(C1=C(C=C(C=C1)NS(=O)(=O)CCOC)N1CCC2(CC2)CC1)=O)F